NC1CN(CCC1)C1=NC=2NC(NC(C2N1)=O)=O 8-(3-amino-piperidine-1-yl)-xanthine